C1=CC=C(C=C1)NC2=CC=CC=C2N 2-aminodiphenylamine